1-[2-chloro-6-[6-(6-methylpyridazin-3-yl)oxypyrazolo[1,5-a]pyridin-3-yl]pyridin-3-yl]ethanone ClC1=NC(=CC=C1C(C)=O)C=1C=NN2C1C=CC(=C2)OC=2N=NC(=CC2)C